FC(C(C(C(C(C(C(F)(F)F)(F)F)(F)F)(F)F)(F)F)(F)F)(C1(C2=CC=CC=C2C=2C=CC=CC12)C(C(C(C(C(C(C(F)(F)F)(F)F)(F)F)(F)F)(F)F)(F)F)(F)F)F 9,9-di(perfluoroheptyl)-fluorene